N-(4-{[6-(5-Chloro-2-Fluorophenyl)-3-Methylpyridazin-4-yl]Amino}Pyridin-2-yl)-2-[4-(2,2,2-Trifluoroethyl)Piperazin-1-yl]Acetamid ClC=1C=CC(=C(C1)C1=CC(=C(N=N1)C)NC1=CC(=NC=C1)NC(CN1CCN(CC1)CC(F)(F)F)=O)F